C[N+](CC(C)C)(CC(C)C)C.FC(C(C(C(C(C(C(C(F)(F)F)(F)F)(F)F)(F)F)(F)F)(F)F)(F)F)(S(=O)(=O)[O-])F perfluorooctanesulfonic acid dimethyldiisobutylammonium salt